tert-Butyl {1-[2-{(2E)-2-[(3-methylphenyl)methylidene] hydrazinyl}-4-(morpholin-4-yl)-5,7-dihydro-6H-pyrrolo[3,4-d]pyrimidine-6-carbonyl]cyclobutyl}carbamate CC=1C=C(C=CC1)\C=N\NC=1N=C(C2=C(N1)CN(C2)C(=O)C2(CCC2)NC(OC(C)(C)C)=O)N2CCOCC2